1-(5-(4-isopropylpiperidin-1-yl)pyrimidin-2-yl)cyclohexane-1,4-diamine C(C)(C)C1CCN(CC1)C=1C=NC(=NC1)C1(CCC(CC1)N)N